tert-butyl 4-[1-(2,6-dibenzyloxy-3-pyridyl)-3-methyl-2-oxo-benzimidazol-4-yl]oxypiperidine-1-carboxylate C(C1=CC=CC=C1)OC1=NC(=CC=C1N1C(N(C2=C1C=CC=C2OC2CCN(CC2)C(=O)OC(C)(C)C)C)=O)OCC2=CC=CC=C2